5-(TERT-BUTOXYCARBONYLAMINO)NAPHTHALEN-1-YLBORONIC ACID C(C)(C)(C)OC(=O)NC1=C2C=CC=C(C2=CC=C1)B(O)O